COC1=CC=2N(C=C1C(=O)NC1=NC(=CC=C1)C(F)(F)F)C=C(N2)C2CC21COCC1 7-methoxy-2-(5-oxaspiro[2.4]heptan-1-yl)-N-(6-(trifluoromethyl)pyridin-2-yl)imidazo[1,2-a]pyridine-6-carboxamide